tert-butyl N-[2-[8-fluoro-6-(hydroxymethyl)-2-methyl-6,7-dihydro-5H-cyclopenta[f]benzimidazol-3-yl]ethyl]carbamate FC1=C2C(=CC3=C1N=C(N3CCNC(OC(C)(C)C)=O)C)CC(C2)CO